FC=1C=CC2=C(C(=C(O2)[C@H](C(C)C)NC(NC=2C=C(C(=O)N(C)C)C=CC2)=O)C)C1 (S)-3-(3-(1-(5-fluoro-3-methylbenzofuran-2-yl)-2-methylpropyl)ureido)-N,N-dimethylbenzamide